1,3-bis(2,6-diisopropylphenyl)imidazolinium Dimethyl-(2-oxonon-5-yn-1-yl)phosphonate COP(OC)(=O)CC(CCC#CCCC)=O.C(C)(C)C1=C(C(=CC=C1)C(C)C)[NH+]1CN(CC1)C1=C(C=CC=C1C(C)C)C(C)C